NCC(=O)N1CC2=C(NC=3C(=C(C=CC23)Cl)Cl)CC1 2-amino-1-(6,7-dichloro-1,3,4,5-tetrahydro-2H-pyrido[4,3-b]indol-2-yl)ethan-1-one